ClC1=CC(=CC=2CN(CCOC21)CC(=O)NN)N2C=CC1=CC(=CC=C21)F 2-[9-chloro-7-(5-fluoroindol-1-yl)-3,5-dihydro-2H-1,4-benzoxazepin-4-yl]acetohydrazide